4-[2-(4-chloro-3-fluorophenoxy)acetamido]-N-[(4-chloro-3-fluorophenyl)methyl]-N-(2-hydroxyethyl)bicyclo[2.2.2]octane-1-carboxamide ClC1=C(C=C(OCC(=O)NC23CCC(CC2)(CC3)C(=O)N(CCO)CC3=CC(=C(C=C3)Cl)F)C=C1)F